6-(5-cyano-1H-pyrrolo[2,3-b]pyridin-1-yl)-N-(1-(3-(2,4-dioxotetrahydropyrimidin-1(2H)-yl)benzyl)piperidin-4-yl)-4-(isopropylamino)nicotinamide C(#N)C=1C=C2C(=NC1)N(C=C2)C2=NC=C(C(=O)NC1CCN(CC1)CC1=CC(=CC=C1)N1C(NC(CC1)=O)=O)C(=C2)NC(C)C